N-(3-fluorophenyl)-DL-2,3-diaminopropionamide FC=1C=C(C=CC1)NC([C@@H](CN)N)=O |r|